NC=1N=CC(=NC1OCC1=C(C(=CC=C1)F)C(F)(F)F)C1=CC=C(C=C1)C(=O)N1CCN(CC1)C {4-[5-amino-6-(3-fluoro-2-trifluoromethyl-benzyloxy)-pyrazin-2-yl]-phenyl}-(4-methyl-piperazin-1-yl)-methanone